C[Si](CCCNCCC[Si](OC)(OC)C)(OC)OC N,N-bis[3-(methyldimethoxysilyl)propyl]amine